ClC1=CC=C(C=C1)[C@@](C)(O)[C@H]1O[C@H]([C@@H]([C@@H]1O)O)N1N=CC2=C1NC=NC2=NN (2S,3S,4R,5R)-2-((R)-1-(4-chlorophenyl)-1-hydroxyethyl)-5-(4-hydrazineylidene-4,7-dihydro-1H-pyrazolo[3,4-d]pyrimidin-1-yl)tetrahydrofuran-3,4-diol